(S,E)-N1-benzyl-N7-(1-(2-(bicyclo[1.1.1]pentan-1-ylamino)-2-oxoethyl)-2-oxo-1,2-dihydropyridin-3-yl)-6-(4-bromothiazole-2-carboxamido)hept-2-enediamide C(C1=CC=CC=C1)NC(\C=C\CC[C@@H](C(=O)NC=1C(N(C=CC1)CC(=O)NC12CC(C1)C2)=O)NC(=O)C=2SC=C(N2)Br)=O